BrC1=C(C=NN(C1=O)C)N[C@@H]1C[C@@H](CN(C1)C)C1=CC=C(C=C1)CN1CC(C1)C=1C=C2C(N(C(C2=CC1)=O)C1C(NC(CC1)=O)=O)=O 5-[1-[[4-[(3R,5R)-5-[(5-bromo-1-methyl-6-oxo-pyridazin-4-yl)amino]-1-methyl-3-piperidyl]phenyl]methyl]azetidin-3-yl]-2-(2,6-dioxo-3-piperidyl)isoindoline-1,3-dione